(Z)-non-2-en-1-yl 6-((2-(5-(ethyl(methyl)amino)pentyl)-5-((((Z)-octadec-9-en-1-yl)oxy)methyl)-1,3-dioxolan-4-yl)methoxy)hexanoate C(C)N(CCCCCC1OC(C(O1)COCCCCCC(=O)OC\C=C/CCCCCC)COCCCCCCCC\C=C/CCCCCCCC)C